C(#N)[C@H](CC1=CC=C(C=C1)C1=CC=C2C(C(N(C2=C1)C)=O)(F)F)NC(=O)[C@H]1OCCCNC1 (2S)-N-{(1S)-1-Cyano-2-[4-(3,3-difluoro-1-methyl-2-oxo-2,3-dihydro-1H-indol-6-yl)phenyl]ethyl}-1,4-oxazepane-2-carboxamide